phenyl-cobalt phosphate P(=O)([O-])([O-])[O-].C1(=CC=CC=C1)[Co+3]